N-[1-benzyl-4-(3,4-difluorophenyl)-4-piperidyl]-6-isopropoxy-pyridine-3-sulfonamide C(C1=CC=CC=C1)N1CCC(CC1)(C1=CC(=C(C=C1)F)F)NS(=O)(=O)C=1C=NC(=CC1)OC(C)C